N[C@@H](C(C)C)C(=O)O[C@H]1C[C@H](CC1)NCC=1SC(=CC1)C1=CC(=CC=C1)[C@@H](C)NC(C1=C(C=CC(=C1)NC1CNC1)C)=O (1R,3S)-3-(((5-(3-((R)-1-(5-(azetidin-3-ylamino)-2-methylbenzamido) ethyl)phenyl)thiophen-2-yl)methyl)amino)cyclopentyl L-valinate